BrC=1C=C2C(=CNC2=CC1)NC(C)=O N-(5-bromo-1H-indol-3-yl)acetamide